Vinyl-dimethylamine C(=C)N(C)C